C(CCCCCC\C=C/C\C=C/CCCCC)C1OC(OC1CCCCCCC\C=C/C\C=C/CCCCC)CCCN(C)C 3-(4,5-bis((8z,11z)-heptadeca-8,11-dien-1-yl)-1,3-dioxolan-2-yl)-N,N-dimethylpropan-1-amine